N-{5-[(6,7-dimethoxy-4-quinolyl)oxy]-2-pyridyl}-2,5-dioxo-1-phenyl-1,2,5,6,7,8-hexahydro-3-quinolinecarboxamide hydrochloride Cl.COC=1C=C2C(=CC=NC2=CC1OC)OC=1C=CC(=NC1)NC(=O)C=1C(N(C=2CCCC(C2C1)=O)C1=CC=CC=C1)=O